7-ethoxy-2-methyl-N-(6-(piperazin-1-yl)pyridazin-3-yl)imidazolo[1,2-a]pyridine-6-carboxamide C(C)OC1=CC=2N(C=C1C(=O)NC=1N=NC(=CC1)N1CCNCC1)C=C(N2)C